C(C)(C)(C)OC(NC1=CC=C(C=C1)C(NCCC=1SC=CC1)=O)=O (4-((2-(thiophen-2-yl)ethyl)carbamoyl)phenyl)carbamic acid tert-butyl ester